ClC=1C=C2C(=CC1Cl)NC([C@]21CN(CC1)C(=O)C1CC(CC1)=C)=O (3S)-5,6-dichloro-1'-(3-methylidenecyclopentanecarbonyl)-1H-spiro[indole-3,3'-pyrrolidin]-2-one